N-p-toluenesulfonyl-4-benzylpiperidine CC1=CC=C(C=C1)S(=O)(=O)N1CCC(CC1)CC1=CC=CC=C1